C(CCC)(=O)OCC=CCCCCCCCC Butanoic acid, undec-2-enyl ester